tert-butyl (3R,5S)-4,4-difluoro-3-methyl-5-[2-(p-tolylsulfonyloxy) ethoxy]piperidine-1-carboxylate FC1([C@@H](CN(C[C@@H]1OCCOS(=O)(=O)C1=CC=C(C=C1)C)C(=O)OC(C)(C)C)C)F